C(C)(=O)N[C@@H](CCC(=O)O)C(=O)N.[Na] sodium acetylglutamylamine